CC1=CC=C2CCC(NC2=C1)=O 7-methyl-3,4-dihydro-quinolin-2(1H)-one